C(C)(C)(C)C1=CC=CC2=CC3=C(C=CC=C3C(=C12)OC(=O)C1C(C2C=CC1C2)C(=O)O)C(C)(C)C 1,5-bis(tert-butyl)-9-[2-carboxy(3,6-methano-4-cyclohexenyl)]carbonyloxy-anthracene